Methyl 3-(benzo[d][1,3]dioxol-5-yl)-3-(7-(2-((1-methylcyclohexyl)amino)-2-oxoethoxy)naphthalen-2-yl)propanoate O1COC2=C1C=CC(=C2)C(CC(=O)OC)C2=CC1=CC(=CC=C1C=C2)OCC(=O)NC2(CCCCC2)C